5-(((4-fluorophenyl)amino)-3-methylpentanyl)piperidine bromide [Br-].FC1=CC=C(C=C1)NC(CC(CC)C)C1CCCNC1